C(C)C(=CC(=O)O)CC 3-ethyl-3-ethylacrylic acid